1-[4-[2-(2-amino-3-pyridyl)-5-phenyl-imidazo[4,5-b]pyridin-3-yl]benzoyl]piperidine-3-carboxylic acid NC1=NC=CC=C1C1=NC=2C(=NC(=CC2)C2=CC=CC=C2)N1C1=CC=C(C(=O)N2CC(CCC2)C(=O)O)C=C1